1,3,5-tris[N,N-bis(2-methylphenyl)-amino]-benzen CC1=C(C=CC=C1)N(C1=C(C=CC=C1)C)C1=CC(=CC(=C1)N(C1=C(C=CC=C1)C)C1=C(C=CC=C1)C)N(C1=C(C=CC=C1)C)C1=C(C=CC=C1)C